NC=1C=C(C=C(C1)C(C)(C)C)NC(=O)C=1N=NN(C1C)C1=C(C=CC(=C1)OC)OC N-(3-amino-5-(tert-butyl)phenyl)-1-(2,5-dimethoxyphenyl)-5-methyl-1H-1,2,3-triazole-4-carboxamide